2-(2H-benzotriazol-2-yl)-4-(1,1,3,3-tetramethyl-butyl)phenol N=1N(N=C2C1C=CC=C2)C2=C(C=CC(=C2)C(CC(C)(C)C)(C)C)O